methyl 6-(1H-pyrazol-4-yl)picolinate N1N=CC(=C1)C1=CC=CC(=N1)C(=O)OC